(6-(2-((3,3-difluorocyclobutyl)amino)-7H-pyrrolo[2,3-d]pyrimidin-5-yl)-8-fluoroimidazo[1,2-a]pyridin-3-yl)methanol FC1(CC(C1)NC=1N=CC2=C(N1)NC=C2C=2C=C(C=1N(C2)C(=CN1)CO)F)F